2-(1-chloro-cycloprop-1-yl)-1-(2-chlorophenyl)-2-hydroxy-3-(1,2,4-triazolidin-5-thione-1-yl)-propane ClC1(CC1)C(CC1=C(C=CC=C1)Cl)(CN1NCNC1=S)O